(4-(1-amino-6-(1-isobutyrylpiperidin-4-yl)pyrrolo[1,2-a]pyrazin-8-yl)phenyl)-5-(4-fluorophenyl)-4-hydroxynicotinamide NC=1C=2N(C=CN1)C(=CC2C2=CC=C(C=C2)C2=C(C(=O)N)C(=C(C=N2)C2=CC=C(C=C2)F)O)C2CCN(CC2)C(C(C)C)=O